N[C@H](C(=O)O)CCCCCOC (S)-2-amino-7-methoxyheptanoic acid